FC1(CCN(CC1)C1=[N+](C=C(N=C1)C=1N=NN(C1)C1=C(C=C(C=C1)SCC)N1CCC2(CC2)CC1)[O-])F (4,4-difluoropiperidin-1-yl)-5-(1-(4-(ethylsulfanyl)-2-(6-azaspiro[2.5]oct-6-yl)phenyl)-1H-1,2,3-triazol-4-yl)pyrazine 1-oxide